2-(3'-((3r,5r,7r)-adamantan-1-yl)-2'-methoxy-4,5'-dimethyl-[1,1'-biphenyl]-2-yl)-6-(3'-((1r,3r)-adamantan-2-yl)-2'-methoxy-4,5'-dimethyl-[1,1'-biphenyl]-2-yl)pyridine C12(CC3CC(CC(C1)C3)C2)C=2C(=C(C=C(C2)C)C2=C(C=C(C=C2)C)C2=NC(=CC=C2)C2=C(C=CC(=C2)C)C2=C(C(=CC(=C2)C)C2C3CC1CC(CC2C1)C3)OC)OC